N-hexadecyl-2-(3,4-ditetrahydropyranyloxyphenyl)-3,5,7-tritetrahydropyranyloxyquinolin-4-one C(CCCCCCCCCCCCCCC)N1C(=C(C(C2=C(C=C(C=C12)OC1OCCCC1)OC1OCCCC1)=O)OC1OCCCC1)C1=CC(=C(C=C1)OC1OCCCC1)OC1OCCCC1